C1(CC1)C=1N=NN(C1)[C@H](C(=O)N1[C@@H](C[C@H](C1)O)C(=O)NCC1=CC(=C2COCCN21)C(=O)N)C(C)(C)C 6-[[[(2S,4R)-1-[(2S)-2-(4-cyclopropyltriazol-1-yl)-3,3-dimethyl-butanoyl]-4-hydroxy-pyrrolidine-2-carbonyl]amino]methyl]-3,4-dihydro-1H-pyrrolo[2,1-c][1,4]oxazine-8-carboxamide